COC(=O)C12CC3NC(CC(C1)C3)C2 2-azaadamantane-5-carboxylic acid methyl ester